CC(CC=O)(C)C 3-methyl-(isovaleraldehyde)